5-acetamido-2,4,6-triiodo-isophthalic acid ethyl ester C(C)OC(C1=C(C(C(=O)O)=C(C(=C1I)NC(C)=O)I)I)=O